C=CC=CCCCCCCCCCCCC n-hexadecenen